C(C)(C)(C)OC(=O)NC(C(=O)O)CC1=CC=C(C=C1)S N-t-butoxycarbonyl-2-amino-3-(4-mercaptophenyl)propionic acid